BrC=1C=C(C=CC1)N(C1=NC(NC2=CC(=CC=C12)Cl)=NN)CC1CC1 N-(3-bromophenyl)-7-chloro-N-(cyclopropylmethyl)-2-hydrazono-1,2-dihydroquinazolin-4-amine